OC1=C(C=CC(=C1)C)C=1NC(=C(N1)C(C)C)C (2-hydroxy-4-methylphenyl)-4-isopropyl-5-methylimidazole